C(CCCCC)(=O)C(CCCC/C=C/CCO)C(CCCCC)=O (3E)-9,9-dihexoyl-3-nonen-1-ol